(5-cyclobutyl-1-methyl-1H-pyrazol-3-yl)methanol C1(CCC1)C1=CC(=NN1C)CO